P(=O)([O-])([O-])[O-].[Na+].[Fe+2].[Na+] sodium iron sodium phosphate